2,4-difluoro-N-(1-methyl-2-oxo-5-(4-(piperazin-1-yl)quinazolin-6-yl)-1,2-dihydropyridine-3-yl)benzenesulfonamide trifluoroacetate FC(C(=O)O)(F)F.FC1=C(C=CC(=C1)F)S(=O)(=O)NC=1C(N(C=C(C1)C=1C=C2C(=NC=NC2=CC1)N1CCNCC1)C)=O